ClC1=CC=CC(=N1)\C=N\O (E)-6-chloropyridineformaldoxime